(1S,4S)-5-[8-(benzyloxy)-7-bromo-6-cyclopropyl-2-(dodecylsulfanyl) tert-butyl quinazolin-4-yl]-2,5-diazabicyclo[2.2.1]heptane-2-carboxylate C(C1=CC=CC=C1)OC=1C(=C(C(=C2C(=NC(=NC12)SCCCCCCCCCCCC)N1[C@@H]2CN([C@H](C1)C2)C(=O)[O-])C(C)(C)C)C2CC2)Br